C(C)(C)(C)C=1C=C(C=C(C1O)C(C)(C)C)OC 3,5-di-t-butyl-4-hydroxyanisole